2-cyano-N-(5-(thiophen-2-yl)-1,3,4-thiadiazol-2-yl)acetamide C(#N)CC(=O)NC=1SC(=NN1)C=1SC=CC1